CN1N=C(C2=CC=C(C=C12)[C@@H]1CNCC1)N1C(NC(CC1)=O)=O (R)-1-(1-methyl-6-(pyrrolidin-3-yl)-1H-indazol-3-yl)dihydropyrimidine-2,4(1H,3H)-dione